CC(C)C=1C(=NNC1)N 4-(1-methylethyl)-1H-pyrazol-3-amine